N-(4-{[6-(5-chloro-2-fluorophenyl)-3-methanesulfinylpyridazin-4-yl]amino}pyridin-2-yl)prop-2-enamide ClC=1C=CC(=C(C1)C1=CC(=C(N=N1)S(=O)C)NC1=CC(=NC=C1)NC(C=C)=O)F